FC=1C=C2C(=NC=NC2=CC1)N1CC=2C=C(C=NC2CC1)N1C=2N(CCC1)N=C(C2)C(F)(F)F 6-fluoro-4-(3-(2-(trifluoromethyl)-6,7-dihydropyrazolo[1,5-a]pyrimidin-4(5H)-yl)-7,8-dihydro-1,6-naphthyridin-6(5H)-yl)quinazoline